C(CC)[N+](C)(C)C.C(C=C)(=O)[NH-] acrylamide propyl-trimethyl-ammonium salt